C(C1=CC=CC=C1)O[C@H]1C(O[C@@H]([C@@H]1OCC1=CC=CC=C1)[C@@H](COCC1=CC=CC=C1)OCC1=CC=CC=C1)=O (3R,4S,5R)-3,4-bis(benzyloxy)-5-((R)-1,2-bis(benzyloxy)ethyl)dihydrofuran-2(3H)-one